FC(ON1N=CC2=CC=CC=C12)(F)F (trifluoromethoxy)-1H-indazole